BrC=1C=C2C=3[C@H](CCCC3N(C2=CC1)S(=O)(=O)C1=CC=C(C)C=C1)N[S@](=O)C(C)(C)C (R)-N-((S)-6-bromo-9-p-toluenesulfonyl-2,3,4,9-tetrahydro-1H-carbazol-4-yl)-2-methylpropan-2-sulfinamide